6-((3,5-dimethylbenzyl)amino)-2-(5-methylpyridin-3-yl)-9H-purine CC=1C=C(CNC2=C3N=CNC3=NC(=N2)C=2C=NC=C(C2)C)C=C(C1)C